4-fluoro-N-[4-fluoro-2-[(3R)-3,4-dimethylpiperazin-1-yl]-5-[2-[(2R)-2-methylmorpholin-4-yl]pyrimidin-5-yl]phenyl]-2-(trifluoromethyl)benzamide FC1=CC(=C(C(=O)NC2=C(C=C(C(=C2)C=2C=NC(=NC2)N2C[C@H](OCC2)C)F)N2C[C@H](N(CC2)C)C)C=C1)C(F)(F)F